1-(3-nitro-5-(trifluoromethyl)phenyl)ethanone [N+](=O)([O-])C=1C=C(C=C(C1)C(F)(F)F)C(C)=O